4-((1H-pyrazol-4-yl)amino)-6-chloropyridazine-3-carboxylate N1N=CC(=C1)NC1=C(N=NC(=C1)Cl)C(=O)[O-]